5-isopropoxy-2-(5-(5-methoxy-3-(trifluoro-methyl)pyridin-2-ylamino)-1,2,4-thiadiazol-3-yl)isonicotinamide C(C)(C)OC1=CN=C(C=C1C(=O)N)C1=NSC(=N1)NC1=NC=C(C=C1C(F)(F)F)OC